ClC=1C=C(C=CC1Cl)[C@@H]1N(OCC1)C1=CC(=NC=N1)NC=1C(=CC(=C(C1)NC(C=C)=O)N1CCC(CC1)N(C)C)OC N-(5-((6-((R)-3-(3,4-dichlorophenyl)isoxazolidine-2-yl)pyrimidine-4-yl)amino)-2-(4-(dimethylamino)piperidine-1-yl)-4-methoxyphenyl)acrylamide